C1(=CC=CC=C1)C1=NOC2=C1C(C=1C(=CC(=C(C1C2=O)O)Br)Br)=O 3-phenyl-5,7-dibromo-8-hydroxynaphtho[2,3-d]isoxazole-4,9-dione